OC[C@@H](CC(C)C)NC1=NC(=NC(=N1)C[C@@H](C)C=1C=NC(=CC1)OC)NS(=O)(=O)C |o1:15| N-(4-(((R)-1-hydroxy-4-methylpentan-2-yl)amino)-6-((R*)-2-(6-methoxypyridin-3-yl)propyl)-1,3,5-triazin-2-yl)methanesulfonamide